CC=1C=C2C(NC(NC2=CC1)=O)=O 6-methylquinazoline-2,4(1H,3H)-dione